1-butyl-4-methylpyridinium bromide [Br-].C(CCC)[N+]1=CC=C(C=C1)C